CSC=1N=CC2=C(N1)N(C(C=C2C#C[Si](C(C)C)(C(C)C)C(C)C)=O)C2=CC=C(C=C2)[N+](=O)[O-] 2-(Methylthio)-8-(4-nitrophenyl)-5-((triisopropylsilyl)ethynyl)pyrido[2,3-d]pyrimidin-7(8H)-one